C(=O)(O)C1=CC=C(C=C1)C1=CC(=NC(=C1)C1=NC=C(C=C1)C(=O)O)C1=NC=C(C=C1)C(=O)O 4'-(4-carboxyphenyl)-[2,2':6',2''-terpyridine]-5,5''-dicarboxylic acid